5-(2-methyl-4-oxazolecarbonyl)amino-3-(1-methyl-piperidin-4-yl)pyrrolo[3,2-b]pyridine CC=1OC=C(N1)C(=O)NC1=CC=C2C(=N1)C(=CN2)C2CCN(CC2)C